2,6-bis(4'-azidobenzylidene)cyclohexanone N(=[N+]=[N-])C1=CC=C(C=C2C(C(CCC2)=CC2=CC=C(C=C2)N=[N+]=[N-])=O)C=C1